benzyl N-[2-[2-(3-amino 3-oxo propyl)hydrazino] 2-oxo ethyl]carbamate NC(CCNNC(CNC(OCC1=CC=CC=C1)=O)=O)=O